ClC1=CC(=C2C(=N1)C1(OCC2)COCC1)OC1CN(C1)C1CCOCC1 2'-chloro-4'-((1-(tetrahydro-2H-pyran-4-yl)azetidin-3-yl)oxy)-4,5,5',6'-tetrahydro-2H-spiro[furan-3,8'-pyrano[3,4-b]pyridine]